7-amino-3-(cyclopropyl-methyl)-5-((2-(1-(1-(hydroxymethyl)cyclopropyl)-1H-pyrazol-3-yl)ethyl)amino)-2-methylpyrazolo[1,5-a]pyrimidine-6-carbonitrile NC1=C(C(=NC=2N1N=C(C2CC2CC2)C)NCCC2=NN(C=C2)C2(CC2)CO)C#N